Methyl (1S,4s)-4-(4-methoxy-3-(((1S,2R,3S,4R)-3-((3-((trifluoromethyl)sulfonyl)phenyl)carbamoyl)bicyclo[2.2.1]heptan-2-yl)carbamoyl)phenoxy)cyclohexane-1-carboxylate COC1=C(C=C(OC2CCC(CC2)C(=O)OC)C=C1)C(N[C@@H]1[C@H]2CC[C@@H]([C@@H]1C(NC1=CC(=CC=C1)S(=O)(=O)C(F)(F)F)=O)C2)=O